1-[(1S,4S)-5-[4-[(5-chloro-3-fluoro-4-methyl-2-pyridyl)amino]pyrido[3,2-d]pyrimidin-6-yl]-2,5-diazabicyclo[2.2.1]heptan-2-yl]prop-2-en-1-one ClC=1C(=C(C(=NC1)NC=1C2=C(N=CN1)C=CC(=N2)N2[C@@H]1CN([C@H](C2)C1)C(C=C)=O)F)C